Cl.N[C@@H](CNC=1N=NC(=C(N1)C)C1=C(C=C(C=C1)C(F)(F)F)O)C 2-(3-{[(2R)-2-aminopropyl]amino}-5-methyl-1,2,4-triazin-6-yl)-5-(trifluoromethyl)phenol monohydrochloride